(S)-3-(1-((7H-purin-6-yl)amino)ethyl)-8-chloro-2-phenylisoquinolin-1(2H)-one N1=CN=C2N=CNC2=C1N[C@@H](C)C=1N(C(C2=C(C=CC=C2C1)Cl)=O)C1=CC=CC=C1